CC(=CCC/C(=C/C/C=C(\C)/C=C)/C)C (3E,6E)-α-Farnesene